trans-3-{5,6-dimethyl-2-[trans-4-(trifluoromethyl)cyclohexyl]pyrazolo[1,5-a]pyrimidin-7-yl}-4-methylpiperidine-1-carbaldehyde CC1=NC=2N(C(=C1C)[C@@H]1CN(CC[C@H]1C)C=O)N=C(C2)[C@@H]2CC[C@H](CC2)C(F)(F)F